ClC1N(CCN1C)C 2-chloro-1,3-diMethyl-4,5-dihydroimidazole